(2S,4R)-1-[(2S)-2-(4-cyclopropyltriazol-1-yl)-3,3-dimethyl-butanoyl]-N-[[(1R,6R)-7,7-difluoro-2-oxabicyclo[4.1.0]heptan-1-yl]methyl]-4-hydroxy-pyrrolidine-2-carboxamide C1(CC1)C=1N=NN(C1)[C@H](C(=O)N1[C@@H](C[C@H](C1)O)C(=O)NC[C@@]12OCCC[C@H]2C1(F)F)C(C)(C)C